CN1C(N(C(C1)=O)C)=O 1,3-dimethylimidazoline-2,4-dione